C1NCC12CC(C2)CNC2=CC=CC=1N(C(N(C12)C)=O)C1C(NC(CC1)=O)=O 3-[4-(2-Azaspiro[3.3]heptan-6-ylmethylamino)-3-methyl-2-oxo-benzimidazol-1-yl]piperidine-2,6-dione